(E)-3-phenylprop-2-ynyl 3-(3,4-dihydroxyphenyl)acrylate OC=1C=C(C=CC1O)/C=C/C(=O)OCC#CC1=CC=CC=C1